2-(1-cyclopentylpyrazol-4-yl)-5-propyl-3H-imidazo[2,1-b]purin-4-one C1(CCCC1)N1N=CC(=C1)C1=NC=2N3C(N(C(C2N1)=O)CCC)=NC=C3